(S)-2-(3-cyanobicyclo[1.1.1]pentan-1-yl)-3-oxohexahydroimidazo[1,5-a]pyrazine C(#N)C12CC(C1)(C2)N2C(N1[C@@H](CNCC1)C2)=O